[K+].C(C1=CC=CC=C1)(=O)[O-] benzoic acid, potassium salt